C(CCCCCCC(=O)OCC(COC(CCC(CCCCCC)OC(NCCN1CCCC1)=O)=O)(COC(CCCCCCC(OCC\C=C/CCCC)=O)=O)COC(CCCCCCC(=O)OCC\C=C/CCCC)=O)(=O)OCC\C=C/CCCC O8-[2,2-bis[[8-[(Z)-oct-3-enoxy]-8-oxo-octanoyl]oxymethyl]-3-[4-(2-pyrrolidin-1-ylethylcarbamoyloxy)decanoyloxy]propyl] O1-[(Z)-oct-3-enyl] octanedioate